[Sn].[Si] Silicon-Tin